C1(=C(C=CC=C1)C1=CN=C(C=2N1C=CN2)NC2=CC=C(C=C2)N2CCN(CC2)CCNC(OC(C)(C)C)=O)C tert-Butyl (2-(4-(4-((5-(tolyl)imidazo[1,2-a]pyrazin-8-yl)amino)phenyl)piperazin-1-yl)ethyl)carbamate